C(\C=C/C1=CC=C(C=C1)O)(=O)[O-] cis-coumarate